1-(4-(2-(6-((3r,5r)-3-amino-5-fluoropiperidine-1-carbonyl)-4-methoxy-3-methylpyrazolo[1,5-a]pyridin-2-yl)-1-(cyclopropylmethyl)-1H-indol-7-yl)piperidin-1-yl)-2-methoxyethan-1-one N[C@H]1CN(C[C@@H](C1)F)C(=O)C=1C=C(C=2N(C1)N=C(C2C)C=2N(C1=C(C=CC=C1C2)C2CCN(CC2)C(COC)=O)CC2CC2)OC